C1CC12NCC[C@@H](C2)N2CCC1=C2N=NC(=C1)C1=C(C=C2\C(\CCC2=C1)=N/OC)O (3Z)-6-{7-[(7S)-4-azaspiro[2.5]oct-7-yl]-6,7-dihydro-5H-pyrrolo[2,3-c]pyridazin-3-yl}-3-(methoxyimino)-2,3-dihydro-1H-inden-5-ol